(2S,3R)-3-amino-2-hydroxy-N-[(1S)-3-methyl-1-(1H-tetrazol-5-yl)butyl]-4-phenyl-butanamide N[C@@H]([C@@H](C(=O)N[C@@H](CC(C)C)C1=NN=NN1)O)CC1=CC=CC=C1